(3-fluoro-4-((1-isopropyl-2-keto-2,3-dihydro-1H-imidazo[4,5-b]pyridin-7-yl)oxy)phenyl)-1-(4-methylpyrimidin-2-yl)-5-(trifluoromethyl)-1H-pyrazole-4-carboxamide FC=1C=C(C=CC1OC1=C2C(=NC=C1)NC(N2C(C)C)=O)C2=NN(C(=C2C(=O)N)C(F)(F)F)C2=NC=CC(=N2)C